NC1CCC(CC1)N 1,4-diamino-cyclohexane